(2S,5S)-N-(bis(2,6-difluorophenyl)phosphino)-N-butyl-2,5-diphenylphosphinan-1-amine FC1=C(C(=CC=C1)F)P(N(P1[C@@H](CC[C@H](C1)C1=CC=CC=C1)C1=CC=CC=C1)CCCC)C1=C(C=CC=C1F)F